N-(4-(Difluoromethoxy)phenyl)-4-methoxy-N-(1-(4-(methylsulfonyl)phenyl)piperidin-4-yl)pyridin-3-amine FC(OC1=CC=C(C=C1)N(C=1C=NC=CC1OC)C1CCN(CC1)C1=CC=C(C=C1)S(=O)(=O)C)F